(R)-2-(1-(2-(1-hydroxyethyl)imidazo[4,5-d]pyrrolo[2,3-b]pyridin-1(6H)-yl)-4-methylpiperidin-4-yl)acetonitrile O[C@H](C)C1=NC=2C(=C3C(=NC2)NC=C3)N1N1CCC(CC1)(C)CC#N